BrC1=CC=C(C=C1)C(C)(C)C=1N=C(SC1)NC(=O)NCC=1C=NC(=NC1)N1CCC(CC1)O 1-(4-(2-(4-bromophenyl)-propan-2-yl)thiazol-2-yl)-3-((2-(4-hydroxypiperidin-1-yl)pyrimidin-5-yl)meth-yl)urea